COC1=C(CN(C(N(C)C2CCCC2)=O)CC2=C(N=NN2C)C2=CC=C(C=C2)OCOC)C=CC(=C1)OC 3-(2,4-Dimethoxybenzyl)-3-((4-(4-(methoxymethoxy)phenyl)-1-methyl-1H-1,2,3-triazol-5-yl)methyl)-1-cyclopentyl-1-methylurea